FC1=CC=C(C=N1)C(=O)N1C(COCC1)CO (4-(6-Fluoropyridine-3-carbonyl)morpholin-3-yl)methanol